ClC1=CC(=C2C=C(N(C2=C1F)COCC[Si](C)(C)C)C(=O)OC)C1CNCC1 2-Methyl 6-chloro-7-fluoro-4-(pyrrolidin-3-yl)-1-((2-(trimethylsilyl)ethoxy)methyl)-1H-indole-2-carboxylate